COCC=1C=C(C#N)C=CC1N1CCNCC1 3-(methoxymethyl)-4-(piperazin-1-yl)benzonitril